4-(2-{[(2r,7as)-2-fluoro-hexahydro-1H-pyrrolizin-7a-yl]methoxy}-8-fluoro-4-{8-methanesulfonyl-3,8-diazabicyclo[3.2.1]oct-3-yl}quinazolin-7-yl)-5-ethynyl-6-fluoronaphthalene-2-ol F[C@@H]1C[C@@]2(CCCN2C1)COC1=NC2=C(C(=CC=C2C(=N1)N1CC2CCC(C1)N2S(=O)(=O)C)C2=CC(=CC1=CC=C(C(=C21)C#C)F)O)F